ClC=1C(=NC=C(C1)CN(C)C)C(=O)N(C)OC 3-chloro-5-((dimethylamino)methyl)-N-methoxy-N-methylpyridinecarboxamide